CN1C(N(C2=C1C(=CC=C2)CN2CCC(CC2)N(CC2CCC(CC2)N)C)C2C(NC(CC2)=O)=O)=O 3-[3-methyl-4-({4-[methyl({[(1r,4r)-4-aminocyclohexyl]methyl})amino]piperidin-1-yl}methyl)-2-oxo-1,3-benzodiazol-1-yl]piperidine-2,6-dione